N1CC(C1)NC=1C=CC(=C(C1)C(C(=O)N)(CC)N1C=2C(=CC=C1)N=C(N2)SCC2=CC=C(C=C2)Br)C (5-(azetidin-3-ylamino)-2-methylphenyl)-2-(2-((4-bromobenzyl)thio)-4H-imidazo[4,5-b]pyridin-4-yl)butanamide